ClC=1C=C(OCC(=O)[O-])C=C(C1CCl)CC 3-chloro-4-(chloromethyl)-5-ethylphenoxyacetate